NC1=CC=C(C=C1)C=1N=NN(C1)[C@@H](C(=O)O)CC1=CC=C(C=C1)C1=C(C=C(C=C1)F)O (R)-2-(4-(4-aminophenyl)-1H-1,2,3-triazol-1-yl)-3-(4'-fluoro-2'-hydroxy-[1,1'-biphenyl]-4-yl)propionic acid